(4-(3,3-dimethylazetidin-1-carbonyl)piperazin-1-yl)-1,3-dihydro-2H-imidazo[4,5-b]pyridin-2-one CC1(CN(C1)C(=O)N1CCN(CC1)N1C(NC2=NC=CC=C21)=O)C